C12CC(CCC1C2(C)C)C caraane